(2s,3s,4r)-1-(3-cyano-6-methyl-4-(trifluoromethyl)pyridin-2-yl)-N-(3,4-difluorophenyl)-N-ethyl-3,4-dihydroxypyrrolidine-2-carboxamide C(#N)C=1C(=NC(=CC1C(F)(F)F)C)N1[C@@H]([C@@H]([C@@H](C1)O)O)C(=O)N(CC)C1=CC(=C(C=C1)F)F